ClC=1C=C(C=CC1F)NC(N([C@H](C)C1=CNC(C2=CN=CC=C12)=O)CC(C)C)=O (R)-3-(3-chloro-4-fluorophenyl)-1-isobutyl-1-(1-(1-oxo-1,2-dihydro-2,7-naphthyridin-4-yl)ethyl)urea